NC=1C2=C(N=CN1)N(C=C2C2=NN(C=C2)CC2=CC=CC=C2)[C@H]2[C@@H]([C@@H]([C@H](C2)CNCCCNCCC2=CC=CC=C2)O)O (1R,2S,3R,5R)-3-(4-amino-5-(1-benzyl-1H-pyrazol-3-yl)-7H-pyrrolo[2,3-d]pyrimidin-7-yl)-5-(((3-(phenethylamino)propyl)amino)methyl)cyclopentane-1,2-diol